2-((E)-((E)-3-chloro-4-((E)-3-(3-chlorophenyl)acryloyloxy)-5-methoxybenzylidene)amino)-3-methylpentanoic acid ClC=1C=C(\C=N\C(C(=O)O)C(CC)C)C=C(C1OC(\C=C\C1=CC(=CC=C1)Cl)=O)OC